4-(4-((5,7-dimethyl-1H-indol-4-yl)methyl)-1-(2-(trifluoromethoxy)ethyl)piperidin-3-yl)benzoic acid CC=1C(=C2C=CNC2=C(C1)C)CC1C(CN(CC1)CCOC(F)(F)F)C1=CC=C(C(=O)O)C=C1